6-bromo-7-(trifluoromethyl)-[1,3]thiazolo[3,2-a]pyrimidin-5-one BrC1=C(N=C2N(C1=O)C=CS2)C(F)(F)F